[Ru].ClC1=C(C(C(C(=N1)C(C1=CC=CC=C1)C1=NC=CC=C1Br)Br)=C1N(CCN1C1=C(C=C(C=C1C)C)C)C1=C(C=C(C=C1C)C)C)Cl dichloro[1,3-bis(2,4,6-trimethylphenyl)-2-imidazolidinylidene](benzylidene)bis(3-bromopyridine) ruthenium